4-(4-chloro-2-pyrimidinyloxy)piperidine ClC1=NC(=NC=C1)OC1CCNCC1